2-[5-(1,4-dioxa-8-azaspiro[4.5]decan-8-yl)pyrazin-2-yl]-2-azaspiro[3.3]heptane-6-carboxylic acid O1CCOC12CCN(CC2)C=2N=CC(=NC2)N2CC1(C2)CC(C1)C(=O)O